9-hydroxy-10-chloroanthracene-1,4-dione OC=1C2=CC=CC=C2C(=C2C(C=CC(C12)=O)=O)Cl